1-naphthyl-trifluorophenyl-silane C1(=CC=CC2=CC=CC=C12)C1=C(C=CC=C1)[Si](F)(F)F